tert-butyl 2-((2,3-dihydro-[1,4]dioxino[2,3-b]pyridin-7-yl)sulfonyl)-2,6-dihydropyrrolo[3,4-c]pyrazole-5(4H)-carboxylate O1CCOC2=NC=C(C=C21)S(=O)(=O)N2N=C1C(=C2)CN(C1)C(=O)OC(C)(C)C